CON(C([C@H](CC=1N=CN(C1)C(C1=CC=CC=C1)(C1=CC=CC=C1)C1=CC=CC=C1)NC([C@H](CC(C)C)NC(=O)C=1C(=CC=CC1)C1=CC=CC=C1)=O)=O)C N-((S)-1-(((S)-1-(methoxy(methyl)amino)-1-oxo-3-(1-trityl-1H-imidazol-4-yl)propan-2-yl)amino)-4-methyl-1-oxopentan-2-yl)-[1,1'-biphenyl]-2-carboxamide